2-(5-chloro-2-oxopyridin-1(2H)-yl)-N-(6-(((6-cyclopropylimidazo[1,2-a]pyridin-2-yl)methyl)amino)pyrimidin-4-yl)acetamide ClC=1C=CC(N(C1)CC(=O)NC1=NC=NC(=C1)NCC=1N=C2N(C=C(C=C2)C2CC2)C1)=O